(±)-Trans-ethyl 3-(4-(4-(((cyclopentyl(methyl)carbamoyl)oxy)methyl)-3-methylisoxazol-5-yl)phenoxy)-1-methylcyclohexanecarboxylate C1(CCCC1)N(C(=O)OCC=1C(=NOC1C1=CC=C(O[C@@H]2C[C@](CCC2)(C(=O)OCC)C)C=C1)C)C |r|